3-bromo-7,8-dihydro-1,6-naphthyridin-5(6H)-one BrC=1C=NC=2CCNC(C2C1)=O